1,2-diamino-5-(6-trifluoromethylpyridin-3-yl)-3-(1-methyl-1H-pyrazol-4-yl)pyrazin NN1C(C(=NC(=C1)C=1C=NC(=CC1)C(F)(F)F)C=1C=NN(C1)C)N